N-((2,6-dihydroxy-5'-methyl-4-pentyl-1',2',3',4'-tetrahydro-[1,1'-biphenyl]-3-yl)methyl)-N-phenylacetamide OC1=C(C(=CC(=C1CN(C(C)=O)C1=CC=CC=C1)CCCCC)O)C1CCCC(=C1)C